CN1C(=CC=2C1=NC(=CN2)N2CC(CC2)COC2=C(C=CC=C2)C)C2=CC=CC=C2 5-methyl-6-phenyl-3-(3-((o-tolyloxy)methyl)pyrrolidin-1-yl)-5H-pyrrolo[2,3-b]pyrazine